COC1=NC(=NC(=C1)OC)C#N 4,6-dimethoxypyrimidine-2-carbonitrile